1,4,5-triamino-8-(methylamino)anthraquinoneacrylamido(2-hydroxy)propyltrimethylammonium chloride [Cl-].NC1(CC=C(C=2C(C3=C(C=CC(=C3C(C12)=O)NC)N)=O)N)C=CC(=O)NC[N+](C)(C)CC(C)O